O=C1NC(CCC1N1C(C2=CC=CC(=C2C1=O)N[C@@H](C)C1=CC(=CC=C1)F)=O)=O 2-(2,6-dioxopiperidin-3-yl)-4-(((S)-1-(3-fluorophenyl)ethyl)amino)isoindoline-1,3-dione